2-(3,4-dihydro-2H-pyrrolo[3',2':5,6]pyrido[2,3-b][1,4]oxazepin-1(7H)-yl)-N-((4-((((1s,3s)-1-hydroxy-[1,1'-bi(cyclobutan)]-3-yl)methyl)amino)-3-nitrophenyl)sulfonyl)benzamide N1(C2=C(OCCC1)N=C1C(=C2)C=CN1)C1=C(C(=O)NS(=O)(=O)C2=CC(=C(C=C2)NCC2CC(C2)(C2CCC2)O)[N+](=O)[O-])C=CC=C1